N-[(1S)-1-(dicyclopropylmethyl)-2-[4-(3,5-dimethyl-1H-pyrazol-4-yl)anilino]-2-oxo-ethyl]-2-isopropyl-pyrazole-3-carboxamide Sulfuric Acid Salt S(O)(O)(=O)=O.C1(CC1)C([C@@H](C(=O)NC1=CC=C(C=C1)C=1C(=NNC1C)C)NC(=O)C=1N(N=CC1)C(C)C)C1CC1